ClC1=CC=C(CC2CCC(C2O)(C)CCl)C=C1 5-(4-chlorobenzyl)-2-(chloromethyl)-2-methylcyclopentan-1-ol